COC1=CC=C(C(=O)NC=2SC3=C(N2)C=CC(=C3)[N+](=O)[O-])C=C1 4-Methoxy-N-(6-nitrobenzo[d]thiazol-2-yl)benzamide